C(CCCCCCCCCCCCC)OC(C(=C)C)=O.C(CCCCCCCCCCCC)OC(C(=C)C)=O.NC1=CC=C(C=N1)/C=C/C(=O)NCC=1OC2=C(C1)C=C(C=C2C2=CC=NC=C2)C2=CC=C(C=C2)C(=O)N2CCC(CC2)(F)F (E)-3-(6-amino-pyridin-3-yl)-N-((5-(4-(4,4-difluoro-piperidine-1-carbonyl)phenyl)-7-(pyridin-4-yl)benzofuran-2-yl)methyl)acrylamide tridecyl-methacrylate tetradecyl-methacrylate